C1(=C(C=CC=C1)C1=CC2=C(N=C(O2)SCC2=CC=C(C=C2)C(F)(F)F)C=C1)C 6-(o-tolyl)-2-((4-(trifluoromethyl)benzyl)thio)benzo[d]oxazole